5-(5-(1-(4-(difluoromethyl)benzyl)-1H-pyrrol-3-yl)-6-methylpyridazin-3-yl)pyrimidine-2,4(1H,3H)-dione FC(C1=CC=C(CN2C=C(C=C2)C=2C=C(N=NC2C)C=2C(NC(NC2)=O)=O)C=C1)F